C[C@](N)(CCC(=O)O)C(=O)O D-α-methyl-glutamic acid